2-Chloro-8-[{5-(trifluoromethyl)pyridin-2-yl}oxy]-7,8-dihydroquinolin-5(6H)-one ClC1=NC=2C(CCC(C2C=C1)=O)OC1=NC=C(C=C1)C(F)(F)F